C1(CCCCC1)NC=1C=C2CCN(C(C2=CC1)=O)C[C@@H](CN1CC2=CC=CC=C2CC1)O 6-(Cyclohexylamino)-2-[(2R)-3-(3,4-dihydro-1H-isochinolin-2-yl)-2-hydroxy-propyl]-3,4-dihydroisochinolin-1-on